ClC1=CC=2C=3C=CC(=CC3N(C(N(C2N=C1)C)=O)C1=C(C=C(C=C1F)NCCNC)F)Cl 4,13-dichloro-10-(2,6-difluoro-4-{[2-(methylamino)ethyl]amino}phenyl)-8-methyl-6,8,10-triazatricyclo[9.4.0.02,7]pentadeca-1(11),2(7),3,5,12,14-hexaen-9-one